C(C)OC(=O)C=1C(OC2=CC(=CC=C2C1)O)=O.OC1=CC=C2C=C(C(OC2=C1)=O)C(=O)O 7-Hydroxycoumarin-3-carboxylic acid Ethyl-7-Hydroxycoumarin-3-carboxylate